N-ethoxy-4-((3-(1-(2-hydroxyethyl)-1H-1,2,4-triazol-3-yl)-2-Methoxyphenyl)amino)pyridazine-3-carboxamide C(C)ONC(=O)C=1N=NC=CC1NC1=C(C(=CC=C1)C1=NN(C=N1)CCO)OC